chloro di-tert-butylphosphite C(C)(C)(C)P(OCl)([O-])([O-])C(C)(C)C